1-(3-cyano-2-(6-(methylcarbamoyl)pyridin-3-yl)quinolin-5-yl)-3-cyclopropyl-N-methyl-5,6-dihydroimidazo[1,5-a]pyrazine-7(8H)-carboxamide C(#N)C=1C(=NC2=CC=CC(=C2C1)C=1N=C(N2C1CN(CC2)C(=O)NC)C2CC2)C=2C=NC(=CC2)C(NC)=O